6-{4-[(2R)-2-(3-methyl-2-oxo-2,3-dihydro-1,3-oxazol-5-yl)pyrrolidin-1-yl]piperidin-1-yl}-2-azaspiro[3.3]heptane-2-carboxylic acid ethyl ester C(C)OC(=O)N1CC2(C1)CC(C2)N2CCC(CC2)N2[C@H](CCC2)C2=CN(C(O2)=O)C